(R)-4,6-dichloro-N-(8,9-difluoro-6-oxo-1,4,5,6-tetrahydro-2H-pyrano[3,4-c]isoquinolin-1-yl)-N-methyl-1H-pyrrolo[3,2-c]pyridine-2-carboxamide ClC1=NC(=CC2=C1C=C(N2)C(=O)N(C)[C@H]2COCC=1NC(C=3C=C(C(=CC3C12)F)F)=O)Cl